N,N-dioctadecylhydroxyamine C(CCCCCCCCCCCCCCCCC)N(CCCCCCCCCCCCCCCCCC)O